O[C@H]1[C@@H](CCCC1)N1C(C2=CC(=C(C=C2C1)C)CC=1C=CC(=NC1)C1=CC(=NC=C1)C)=O (trans-2-hydroxycyclohexyl)-5-methyl-6-((2'-methyl-2,4'-bipyridin-5-yl)methyl)isoindolin-1-one